FC1([C@H](C1)C(=O)N1[C@H]2CN(C[C@@H]1CC2)C2=NC(=NC=C2)NC=2C=NN(C2)C)F [(1R)-2,2-difluorocyclopropyl][(1R,5S)-3-{2-[(1-methyl-1H-pyrazol-4-yl)amino]pyrimidin-4-yl}-3,8-diazabicyclo-[3.2.1]oct-8-yl]methanone